(3S)-3-(4-((4-((3-(((2-methoxyethyl)amino)methyl)morpholino)methyl)benzyl)oxy)-1-oxoisoindolin-2-yl)piperidine-2,6-dione COCCNCC1COCCN1CC1=CC=C(COC2=C3CN(C(C3=CC=C2)=O)[C@@H]2C(NC(CC2)=O)=O)C=C1